tolylammonium tetrakis(perfluorophenyl)borate FC1=C(C(=C(C(=C1F)F)F)F)[B-](C1=C(C(=C(C(=C1F)F)F)F)F)(C1=C(C(=C(C(=C1F)F)F)F)F)C1=C(C(=C(C(=C1F)F)F)F)F.C1(=C(C=CC=C1)[NH3+])C